C1=CC(=C(C=C1/C=C/C(=O)O[C@H]([C@H]([C@@H]([C@@H](C(=O)O)O)O)O)C(=O)O)O)O The molecule is a glucaric acid derivative. It derives from a glucaric acid. It is a conjugate acid of a 2-O-caffeoylglucarate(2-).